C(C)(C)(C)C1=C(CO)C=C(C=C1)C(C)(C)C 2,5-di(tert-butyl)hydroxytoluene